C(CCCCCCCC=CCCCCCCCC)O Octadec-9-en-1-ol